S1(=O)(=O)OCCCCCO1 pentylene sulfate